C1(CC1)C1=NC=NC(=C1C1=NC(=C2NC=NC2=N1)OCC1=CC=C(C=C1)C=1N(C=C(N1)C(F)(F)F)C(C)C)OC 2-(4-cyclopropyl-6-methoxypyrimidin-5-yl)-6-((4-(1-isopropyl-4-(trifluoromethyl)-1H-imidazol-2-yl)benzyl)oxy)-7H-purine